C(C)(C)(C)OC(N(CC=1C=CC(=NC1OC)C1=C(C(=NC=C1)C1=C(C(=CC=C1)NC(C1=NC=C(C(=C1)OC)C=C)=O)C)Cl)C1CCN(CC1)C(C)=O)=O.N(=C=O)C1=C(C2=CC=CC=C2C=C1)N=C=O diisocyanatoNaphthalene tert-Butyl-(1-acetylpiperidin-4-yl)((3'-chloro-6-methoxy-2'-(3-(4-methoxy-5-vinylpicolinamido)-2-methylphenyl)-[2,4'-bipyridin]-5-yl)methyl)carbamate